N-(2-carbamoyl-4-chloro-6-methyl-phenyl)-2-(3-chloro-2-pyridinyl)-5-(methoxymethyl)pyrazole-3-carboxamide C(N)(=O)C1=C(C(=CC(=C1)Cl)C)NC(=O)C=1N(N=C(C1)COC)C1=NC=CC=C1Cl